1-Boc-3,3-dimethoxy-azetidine C(=O)(OC(C)(C)C)N1CC(C1)(OC)OC